CC=1OC2=C(C1C(=O)N[C@@H]1CNCC1)C=C(C=C2)OCC=2SC=CN2 (S)-2-methyl-N-(pyrrolidin-3-yl)-5-(thiazol-2-ylmethoxy)benzofuran-3-carboxamide